4-[2-(4-bromophenoxy)ethyl]-1,3,3-trimethylpiperazin-2-one BrC1=CC=C(OCCN2C(C(N(CC2)C)=O)(C)C)C=C1